methyl (R)-4-(5-amino-3-oxo-4-((((phenyl-d5)methyl-d2)sulfonyl)oxy)-2,3-dihydrofuran-2-yl-2-d)-2-fluorobenzoate NC1=C(C([C@@](O1)([2H])C1=CC(=C(C(=O)OC)C=C1)F)=O)OS(=O)(=O)C([2H])([2H])C1=C(C(=C(C(=C1[2H])[2H])[2H])[2H])[2H]